NCC1=CC(=NN1CC1CC(C1)O)C(=O)N(C)C 5-(Aminomethyl)-1-((3-hydroxycyclobutyl)methyl)-N,N-dimethyl-1H-pyrazole-3-carboxamide